8-(1-(2,6-diisopropylphenyl)-1H-benzo[d]imidazol-2-yl)-2-(methyl-d3)benzofuro[2,3-B]pyridine C(C)(C)C1=C(C(=CC=C1)C(C)C)N1C(=NC2=C1C=CC=C2)C2=CC=CC1=C2OC2=NC(=CC=C21)C([2H])([2H])[2H]